C(CCCCCCCCCCCCCCCCCCC)[NH-] eicosyl-amide